butyl 2-(5-(((R)-1-(dibenzo[b,d]furan-2-yl)ethyl)amino)-2-(4-(((3R,3aR,6R,6aR)-6-hydroxyhexahydrofuro[3,2-b]furan-3-yl)oxy)phenyl)-6-oxopyrimidin-1(6H)-yl)acetate C1=C(C=CC=2OC3=C(C21)C=CC=C3)[C@@H](C)NC3=CN=C(N(C3=O)CC(=O)OCCCC)C3=CC=C(C=C3)O[C@H]3[C@@H]2[C@H](OC3)[C@@H](CO2)O